dimethyl-glyoxylic acid COC(C(=O)C)=O